2-(3'-(3-(6-oxa-2-azaspiro[3.5]non-2-yl)propoxy)-2,2'-dimethyl-[1,1'-biphenyl]-3-yl)-6,7-dihydrothiazolo[5,4-c]pyridine-5(4H)-carboxylic acid tert-butyl ester C(C)(C)(C)OC(=O)N1CC2=C(CC1)N=C(S2)C=2C(=C(C=CC2)C2=C(C(=CC=C2)OCCCN2CC1(C2)COCCC1)C)C